COC=1C=C(C=C(C1)OC)CCNS(=O)(=O)C=1C=CC2=C(C(=C(O2)C(=O)O)C)C1 5-(N-(3,5-Dimethoxyphenylethyl)sulfamoyl)-3-methylbenzofuran-2-carboxylic acid